BrC=1SC(=CN1)[C@H]1N([C@@H](CC2=C1NC1=CC=CC=C21)C)CC(CO[Si](C2=CC=CC=C2)(C2=CC=CC=C2)C(C)(C)C)(F)F 2-Bromo-5-((1S,3R)-2-(3-((tert-butyldiphenylsilyl)oxy)-2,2-difluoropropyl)-3-methyl-2,3,4,9-tetrahydro-1H-pyrido[3,4-b]indol-1-yl)thiazole